dodecane-1,12-diyl diacrylate C(C=C)(=O)OCCCCCCCCCCCCOC(C=C)=O